C1(=CC(=CC=C1)N1C=COC2=C1C=CC=C2)C N-(3-tolyl)-1,4-benzoxazine